Bis(acryloyloxyethyl) ether C(C=C)(=O)OCCOCCOC(C=C)=O